tert-butyl 2-methoxy-7-{[(R)-2-methylpropan-2-sulfinyl] amino}-5,7-dihydrospiro[cyclopenta[b]pyridine-6,4'-piperidine]-1'-carboxylate COC1=CC=C2C(=N1)C(C1(CCN(CC1)C(=O)OC(C)(C)C)C2)N[S@](=O)C(C)(C)C